CC(C)(C#N)C1=CC(=CC(=C1)CN2C=NC=N2)C(C)(C)C#N α,α,α',α'-tetramethyl-5-(1H-1,2,4-triazol-1-ylmethyl)-m-benzenediacetonitrile